BrC=1C2=C(C(N(C1)CC1CC1)=O)NC(=C2C(=O)OCC)C ethyl 4-bromo-6-(cyclopropylmethyl)-2-methyl-7-oxo-6,7-dihydro-1H-pyrrolo[2,3-c]pyridine-3-carboxylate